FC(N1N=C(C(=C1C)C=1C=NN2C1C=C(C=C2)N2N=CC(=C2)C(=O)OCC)C)F ethyl 1-[3-[1-(difluoro-methyl)-3,5-dimethyl-pyrazol-4-yl]pyrazolo[1,5-a]pyridin-5-yl]pyrazole-4-carboxylate